N-[1-Cyclopropylethylideneamino]Carbamic acid tert-butyl ester C(C)(C)(C)OC(NN=C(C)C1CC1)=O